C(C)(C)(C)OC(=O)N1CC(C1)(C#N)N 3-amino-3-cyanoazetidine-1-carboxylic acid tert-butyl ester